Cl.Cl.NC1C=CN(C=C1)CCCCCCCCCCN1C=CC(C=C1)=NCCCCCCCC N-[1-[10-(4-amino-1(4H)-pyridinyl)-decyl]-4(1H)-pyridinylidene]-octanamine-dihydrochloride